N1C=CC2=CC(=CC=C12)\C=C/1\C(NC(=N1)NC1=CC2=C(N=CS2)C=C1)=O (Z)-5-((1H-indol-5-yl)methylene)-2-(benzo[d]thiazol-6-ylamino)-3,5-dihydro-4H-imidazol-4-one